BrC1=NN2C(O[C@@H](CC2)C)=C1C(=O)OCC Ethyl (5R)-2-bromo-5-methyl-6,7-dihydro-5H-pyrazolo[5,1-b][1,3]oxazine-3-carboxylate